(R)-4-((R)-2-((1-oxo-4-(o-tolyl)-1,2-dihydroisoquinolin-7-yl)oxy)propanoyl)morpholine-2-carboxylic acid O=C1NC=C(C2=CC=C(C=C12)O[C@@H](C(=O)N1C[C@@H](OCC1)C(=O)O)C)C1=C(C=CC=C1)C